tert-butyl 3-(3-bromopyridin-4-yl)-3-cyanoazetidine-1-carboxylate BrC=1C=NC=CC1C1(CN(C1)C(=O)OC(C)(C)C)C#N